Cl.N(=[N+]=[N-])CCCOC1=CC=C(C=C1)N=NC1=CC=C(C(=O)N)C=C1 4-{2-[4-(3-azidopropoxy)phenyl]diazenyl}benzamide hydrochloride